COC(=O)C=1N=C(SC1)N1C=CC2=CC(=CC=C12)Br (5-bromo-1H-indol-1-yl)-1,3-thiazole-4-carboxylic acid methyl ester